(5S,5'R)-5,5'-(((3,3'-dichloro-[4,4'-bipyridine]-2,2'-diyl)bis(8-methoxy-3,4-dihydroisoquinoline-6,2(1H)-diyl))bis(methylene))bis(pyrrolidin-2-one) ClC=1C(=NC=CC1C1=C(C(=NC=C1)C=1C=C2CCN(CC2=C(C1)OC)C[C@H]1CCC(N1)=O)Cl)C=1C=C2CCN(CC2=C(C1)OC)C[C@@H]1CCC(N1)=O